CN1N=CC=2C1=NC=NC2N2CCC(CC2)CCNS(=O)(=O)N N-(2-(1-(1-methyl-1H-pyrazolo[3,4-d]pyrimidin-4-yl)piperidin-4-yl)ethyl)sulfamide